NC1=CC=C(OC2=C(C=C(C=C2)NC2=CC=CC=C2)C2=CC=CC3=CC=CC=C23)C=C1 4-(4-aminophenoxy)-3-naphthylphenylaniline